tert-butyl {[(1r,4r)-4-(bromoacetyl)cyclohexyl]methyl}carbamate BrCC(=O)C1CCC(CC1)CNC(OC(C)(C)C)=O